C1(CC1)C1=NC2=C(N1CC#N)C=CC=C2 (2-Cyclopropylbenzimidazol-1-yl)acetonitrile